CC1CN(CC(O1)C)C1=NC(=CC(=N1)N1CCN(CC1)C(=O)NCCOC)NC1=CC2=C(C=N1)C=NN2C(C)C 4-[2-(2,6-dimethylmorpholin-4-yl)-6-{[1-(propan-2-yl)-1H-pyrazolo[4,3-c]pyridin-6-yl]amino}pyrimidin-4-yl]-N-(2-methoxyethyl)piperazine-1-carboxamide